7-(4-fluorophenyl)-6,8-dioxo-3,4,6,8,12,12a-hexahydro-1H-pyrido[1',2':4,5]Pyrazino[2,1-c][1,4]oxazine-9-carboxylic acid FC1=CC=C(C=C1)C=1C(C(=CN2CC3COCCN3C(C21)=O)C(=O)O)=O